(4-fluoro-2'-carbonyl-spiro[cyclohexane-1,3'-indoline]-5'-yl)-3-(ethyl-(tetrahydro-2H-pyran-4-yl)amino)-2-methylbenzoic acid FC1CCC2(C(NC3=CC=C(C=C23)C2=C(C(=C(C(=O)O)C=C2)C)N(C2CCOCC2)CC)=C=O)CC1